tert-butyl 6-[4-iodo-5-methyl-3-(1-methyl-1H-indazol-5-yl)-1H-pyrazol-1-yl]-2-azaspiro[3.3]heptane-2-carboxylate IC=1C(=NN(C1C)C1CC2(CN(C2)C(=O)OC(C)(C)C)C1)C=1C=C2C=NN(C2=CC1)C